5-bromo-3-(trifluoromethyl)-2-cyanopyridine BrC=1C=C(C(=NC1)C#N)C(F)(F)F